tert-butyl 4-[6-[5-[(tert-butoxycarbonylamino)methyl]-3-pyridyl]-3-chloro-2-quinolyl]piperazine-1-carboxylate C(C)(C)(C)OC(=O)NCC=1C=C(C=NC1)C=1C=C2C=C(C(=NC2=CC1)N1CCN(CC1)C(=O)OC(C)(C)C)Cl